(15S)-23-amino-6,21-bis(trifluoromethyl)-26-oxa-3,4,8,19,24-pentaazapentacyclo[18.3.1.12,5.17,11.015,19]hexacosa-1(24),2,4,7(25),8,10,12,20,22-nonaen-6-ol NC1=CC(=C2N3CCC[C@H]3CC=CC3=CC=NC(C(C4=NN=C(C1=N2)O4)(O)C(F)(F)F)=C3)C(F)(F)F